C(C\C=C\CCCCCCCCCCCCCCCC)O (E)-3-Eicosen-1-ol